methyl 2-((3-(benzyloxy) benzyl)oxy)-2-phenylpropanoate C(C1=CC=CC=C1)OC=1C=C(COC(C(=O)OC)(C)C2=CC=CC=C2)C=CC1